benzyl N-(26-{4-[2-bromo-4-(2-hydroxypropan-2-yl)phenoxy]-3,5-dimethylphenoxy}-3,6,9,12,15,18,21,24-octaoxahexacosan-1-yl)carbamate BrC1=C(OC2=C(C=C(OCCOCCOCCOCCOCCOCCOCCOCCOCCNC(OCC3=CC=CC=C3)=O)C=C2C)C)C=CC(=C1)C(C)(C)O